1-((1H-pyrazolo[3,4-b]pyridin-5-yl)methyl)indoline-6-carboxylic acid methyl ester COC(=O)C1=CC=C2CCN(C2=C1)CC=1C=C2C(=NC1)NN=C2